FC(C(=O)O)(F)F.FC(C(=O)O)(F)F.C(C)[C@H]1NC2=C(OCC1)C(=NC(=N2)N)N2C[C@@H](CC2)NC (R)-8-Ethyl-4-((R)-3-(methylamino)pyrrolidin-1-yl)-6,7,8,9-tetrahydropyrimido[5,4-b][1,4]oxazepin-2-amine ditrifluoroacetic acid salt